C1(=CC=CC=C1)C12C(C(=CC=C1)C1=CC=CC=C1)O2 (2,6-diphenylphenylene) oxide